BrC1=NNC(=C1C(F)(F)F)Br 3,5-dibromo-4-(trifluoromethyl)-1H-pyrazole